(7s,8as)-7-((Z)-3-([1,2,4]triazolo[1,5-a]pyridin-8-yl)allyl)hexahydropyrrolo[1,2-a]pyrazin-6(2H)-one N=1C=NN2C1C(=CC=C2)\C=C/C[C@H]2C[C@@H]1N(CCNC1)C2=O